dysprosium-calcium [Ca].[Dy]